fluoroperacetic acid FCC(=O)OO